C(C(C)C)OCNC(C=C)=O N-(Iso-butoxymethyl)acrylamid